3-(2-cyano-4-pyridyl)azetidine-1-carboxylic acid tert-butyl ester C(C)(C)(C)OC(=O)N1CC(C1)C1=CC(=NC=C1)C#N